FC(C(=O)O)(F)F.CC1=CC=C(C(=N1)C=O)N1N=CC=N1 (6-methyl-3-(2H-1,2,3-triazol-2-yl)pyridin-2-yl)methanone trifluoroacetate